(R)-N-ethyl-N-(4-(3-methylmorpholinyl)-2-(1H-pyrrolo[2,3-b]pyridin-4-yl)thieno[3,2-d]pyrimidine-7-yl)methylsulfonamide C(C)N(S(=O)=O)CC1=CSC2=C1N=C(N=C2N2[C@@H](COCC2)C)C2=C1C(=NC=C2)NC=C1